CN(/C=C(/C(=O)C1=CC=C(C2=CC=CC=C12)OC)\C1=CC=C(C=C1)C)C (E)-3-(dimethylamino)-1-(4-methoxynaphthalen-1-yl)-2-(4-methylphenyl)prop-2-en-1-one